BrC#CC1=CC(=CC=C1)Cl 1-(bromoethynyl)-3-chlorobenzene